tertiary butylaminoindenyl-titanium dichloride [Cl-].[Cl-].C(C)(C)(C)N[Ti+2]C1C=CC2=CC=CC=C12